E-2-hydroxyethyl acrylate C(C=C)(=O)OCCO